4-[(4-bromophenoxy)methyl]1,3-dihydroimidazol-2-one BrC1=CC=C(OCC=2NC(NC2)=O)C=C1